ClC1=CC=C(C=N1)C[C@H]1C(N[C@H]2C[C@@H]12)=O (1S,4R,5S)-4-[(6-Chloro-3-pyridyl)methyl]-2-azabicyclo[3.1.0]hexan-3-one